C(C)(C)(C)OC(=O)N1[C@H](C[C@@H](C1)CC1=CC=CC=C1)C(N[C@H](C(=O)NCC1=CC=2C=NC=CC2N1)C)=O (2R,4S)-2-(((S)-1-(((1H-pyrrolo[3,2-c]pyridin-2-yl)methyl)amino)-1-oxopropan-2-yl)carbamoyl)-4-benzylpyrrolidine-1-carboxylic acid tert-butyl ester